O1N=CC=N1 1,2,5-Oxa-diazol